2-[2-(benzylsulfanyl)propanamido]-4H,5H,6H-cyclopenta[b]thiophene-3-carboxamide C(C1=CC=CC=C1)SC(C(=O)NC1=C(C2=C(S1)CCC2)C(=O)N)C